CN(C1=CC=C(C=C1)NC(=O)C1=CNC2=NC=C(C=C21)C2=CC=C(C=C2)S(=O)(=O)C(C)C)C N-[4-(dimethylamino)phenyl]-5-[4-(propane-2-sulfonyl)phenyl]-1H-pyrrolo[2,3-b]pyridine-3-carboxamide